N-((R)-3-methoxy-1-oxo-1-(((R)-4-phenyl-1-(4,4,5,5-tetramethyl-1,3,2-dioxaborolan-2-yl)butyl)amino)propan-2-yl)picolinamide COC[C@H](C(N[C@@H](CCCC1=CC=CC=C1)B1OC(C(O1)(C)C)(C)C)=O)NC(C1=NC=CC=C1)=O